P(=O)(OCCCC)(OCCCC)OC=C dibutyl vinyl phosphate